COC(=O)C=1N=NN(C1)C1=CC(=C(C=C1)N1CCN(CC1)C)[N+](=O)[O-].ClC1=C(C=CC=C1)C=1NC(C=C(C1)C1=CC(=NC=C1)NC(C)=O)=O N-[4-[2-(2-chlorophenyl)-6-oxo-1H-pyridin-4-yl]-2-pyridinyl]acetamide Methyl-1-(4-(4-methylpiperazin-1-yl)-3-nitrophenyl)-1H-1,2,3-triazole-4-carboxylate